ClC1=CC(=C(C=C1)C1=CC=C2CN(C(C2=C1)=O)C1=CC(=CC(=C1)C)CNCC1CC1)C1=NN=CN1C 6-(4-Chloro-2-(4-methyl-4H-1,2,4-triazol-3-yl)phenyl)-2-(3-(((cyclopropyl-methyl)amino)methyl)-5-methylphenyl)isoindolin-1-one